di-tert-butyl pyrazole-4,5(1H)-dicarboxylate N1N=CC(=C1C(=O)OC(C)(C)C)C(=O)OC(C)(C)C